3-(4-((2-(4-chloro-2-methylphenoxy)benzyl)oxy)phenyl)propionic acid ClC1=CC(=C(OC2=C(COC3=CC=C(C=C3)CCC(=O)O)C=CC=C2)C=C1)C